(R)-4-((((6-(2-chloro-3-(3-chloro-2-(3-methoxy-4-(((((R)-5-oxopyrrolidin-3-yl)methyl)amino)methyl)phenyl)pyridin-4-yl)phenyl)-2-methoxypyridin-3-yl)methyl)amino)methyl)pyrrolidin-2-one ClC1=C(C=CC=C1C1=C(C(=NC=C1)C1=CC(=C(C=C1)CNC[C@@H]1CNC(C1)=O)OC)Cl)C1=CC=C(C(=N1)OC)CNC[C@H]1CC(NC1)=O